BrC1=CC=C(C=C1I)F 1-bromo-4-fluoro-6-iodobenzene